[C@@H]1(CC[C@@H](CO)O1)N1C(=O)NC(=O)C=C1 L-2',3'-dideoxyuridine